ClC1=CC=C(C=C1)C1=NN(C[C@H]1C1=CC=CC=C1)C1=NN(C(N1[C@H](C(=O)N)C)=O)CC1CCOCC1 (2S)-2-[3-[(4R)-3-(4-chlorophenyl)-4-phenyl-4,5-dihydropyrazol-1-yl]-1-(oxan-4-ylmethyl)-5-oxo-1,2,4-triazol-4-yl]propanamide